methyl 4-[4-benzyloxy-2-(1,3-dimethylazetidin-3-yl)-1-(4-fluorophenyl)indol-3-yl]benzoate C(C1=CC=CC=C1)OC1=C2C(=C(N(C2=CC=C1)C1=CC=C(C=C1)F)C1(CN(C1)C)C)C1=CC=C(C(=O)OC)C=C1